CN1C(N(C2=C1N=NC=1C=CC(=CC21)C=2C=NC(=CC2)[C@@H](C)OCCN2C[C@H](CC2)C)C2CCOCC2)=O 3-methyl-8-(6-((R)-1-(2-((S)-3-methylpyrrolidin-1-yl)ethoxy)ethyl)pyridin-3-yl)-1-(tetrahydro-2H-pyran-4-yl)-1H-imidazo[4,5-c]cinnolin-2(3H)-one